ClC=1C=CC=C2C(=CNC12)CCN1CCC(CC1)(COC)N(C(CCC)=O)C1=CC=CC=C1 N-(1-(2-(7-chloro-1H-indol-3-yl)ethyl)-4-(methoxymethyl)piperidin-4-yl)-N-phenylbutyramide